ClC1=NC=C(C(=C1)C1=C(C=NC(=C1)C)C(=O)NC=1SC(=NN1)C(N(C1CCC(CC1)OC)C)=O)OC(F)F 2'-Chloro-5'-(difluoromethoxy)-6-methyl-N-(5-{methyl-[(1r,4r)-4-methoxycyclohexyl]carbamoyl}-1,3,4-thiadiazol-2-yl)-[4,4'-bipyridine]-3-carboxamide